(6R,7R,10R)-N,N-diethyl-9-methyl-6,7,8,9,10,11-hexahydro-2H-6,10-methanoazonino[4,5,6-cd]indole-7-carboxamide C(C)N(C(=O)[C@@H]1CC2=C3C=4CN=C3C[C@H](C2C)C[C@H]1N=CC4)CC